FC1=NC=C(C(=C1C(C)C)N)C(C)C 2-fluoro-3,5-diisopropylpyridin-4-amine